1,3-bis((5-bromo-4-chloro-1H-indole-3-yl)oxy)urea BrC=1C(=C2C(=CNC2=CC1)ONC(=O)NOC1=CNC2=CC=C(C(=C12)Cl)Br)Cl